(S)-N-(6-(5-methyl-6,7-dihydro-5H-pyrrolo[2,1-c][1,2,4]triazol-3-yl)pyridin-2-yl)-4-morpholinopyrimidine-2-carboxamide C[C@H]1CCC2=NN=C(N21)C2=CC=CC(=N2)NC(=O)C2=NC=CC(=N2)N2CCOCC2